ethyl 2,2-difluoro-2-iodoacetate FC(C(=O)OCC)(I)F